ClC=1C=NC(=NC1)N1CCC(CC1)CCCOC1=CC(=C(C=C1)CC(=O)NCCCCCNC[C@@H]([C@H]([C@@H]([C@@H](CO)O)O)O)O)F 2-[4-[3-[1-(5-chloropyrimidin-2-yl)-4-piperidyl]propoxy]-2-fluoro-phenyl]-N-[5-[[(2S,3R,4R,5R)-2,3,4,5,6-pentahydroxyhexyl]amino]pentyl]-acetamide